N-methyl-4-(7-nitrobenzo[d]imidazo[2,1-b]thiazol-2-yl)benzamide CNC(C1=CC=C(C=C1)C=1N=C2SC3=C(N2C1)C=CC(=C3)[N+](=O)[O-])=O